Dibenzo[b,d]Thiophene-4-d C1=CC=C(C=2SC3=C(C21)C=CC=C3)[2H]